C(C)(=O)NC1=C(C(=O)[O-])C=C(C=C1)O 2-acetamido-5-hydroxybenzoate